C(C1=CC=CC=C1)N(C(O)=O)[C@H]1CN(CC1)C(C1=C(C=CC(=C1)\C=C\1/OC(C2=CC=CC=C12)=O)F)=O.CC1=CC=C(C=C1)S(=O)(=O)N(C(C(=C)C)=O)C1=CC=CC=C1 N-p-toluenesulfonyl-N-phenyl-methacrylamide (R,Z)-benzyl-(1-(2-fluoro-5-((3-oxoisobenzofuran-1(3H)-ylidene)methyl)benzoyl)pyrrolidin-3-yl)carbamate